tert-butyl (8-(6-bromopyrrolo[2,1-f][1,2,4]triazin-4-yl)-2,3,4,5-tetrahydrobenzo[b]oxepin-5-yl)carbamate BrC=1C=C2C(=NC=NN2C1)C=1C=CC2=C(OCCCC2NC(OC(C)(C)C)=O)C1